CN1N=CC(=C1)CCOC1=NC(=CC(=N1)N1CCOCC1)N1N=C(C=C1)OC1=CC=NC=C1 4-(2-(2-(1-methyl-1H-pyrazol-4-yl)ethoxy)-6-(3-(pyridin-4-yloxy)-1H-pyrazol-1-yl)pyrimidin-4-yl)morpholine